(2S,3S)-N-(3-chloro-4-fluorophenyl)-1-(5-(4,6-dimethylpyrimidin-5-yl)-1H-pyrrole-2-carbonyl)-2-methylpyrrolidine-3-carboxamide ClC=1C=C(C=CC1F)NC(=O)[C@@H]1[C@@H](N(CC1)C(=O)C=1NC(=CC1)C=1C(=NC=NC1C)C)C